N-(6-phenyl-4-azaspiro[2.5]octan-6-yl)-4-(trifluoromethoxy)benzenesulfonamide C1(=CC=CC=C1)C1(CNC2(CC2)CC1)NS(=O)(=O)C1=CC=C(C=C1)OC(F)(F)F